(2R,4R)-4-((4-acetyl-3-chloro-6-((5-methyl-1H-pyrazol-3-yl)amino)pyridin-2-yl)methyl)-1-(3-chloro-2-fluorobenzyl)-2-methylpiperidine-4-carboxylic acid C(C)(=O)C1=C(C(=NC(=C1)NC1=NNC(=C1)C)C[C@@]1(C[C@H](N(CC1)CC1=C(C(=CC=C1)Cl)F)C)C(=O)O)Cl